C(C)(=O)OCC(C#N)C1=CC=C(C=C1)C(C)(C)C 2-(4-tert-butylphenyl)-2-cyanoethyl acetate